(5-((4-(4-chlorophenyl)-2-oxo-3-((S)-3,3,3-trifluoro-2-hydroxypropyl)-2,3-dihydro-1H-imidazol-1-yl)methyl)-3-((S)-1-hydroxyethyl)-1H-1,2,4-triazol-1-yl)benzonitrile ClC1=CC=C(C=C1)C=1N(C(N(C1)CC1=NC(=NN1C1=C(C#N)C=CC=C1)[C@H](C)O)=O)C[C@@H](C(F)(F)F)O